4-Methyl-N-[2-(1-methyl-1H-pyrazol-5-yl)-[1,3]thiazolo[5,4-c]pyridin-6-yl]-6-[(3S)-pyrrolidin-3-yloxy]pyridin-2-amine CC1=CC(=NC(=C1)O[C@@H]1CNCC1)NC1=CC2=C(C=N1)SC(=N2)C2=CC=NN2C